(Z)-3-((3,5-dimethyl-1H-pyrrol-2-yl)methylene)-5-fluoro-1-(((1r,4r)-4-(methylamino)cyclohexyl)methyl)-2-oxo-N-(prop-2-yn-1-yl)indole-6-carboxamide hydrochloride Cl.CC1=C(NC(=C1)C)\C=C\1/C(N(C2=CC(=C(C=C12)F)C(=O)NCC#C)CC1CCC(CC1)NC)=O